6-(2,3-dihydroxy-6-(4-oxo-4H-chromen-2-yl)phenyl)-2-(3,4-dihydroxyphenyl)-5,7-di-hydroxyhydroxy-4H-chromen-4-one OC1=C(C(=CC=C1O)C=1OC2=CC=CC=C2C(C1)=O)C=1C(=C2C(C(=C(OC2=CC1O)C1=CC(=C(C=C1)O)O)O)=O)O